BrC=1N=NC(=CC1)OC 3-bromo-6-methoxy-1,2-diazine